6-fluoro-4-(4-(S-methylsulfonimidoyl)phenoxy)quinoline-3-carbonitrile FC=1C=C2C(=C(C=NC2=CC1)C#N)OC1=CC=C(C=C1)S(=O)(=N)C